N-[9-[(2R,3R,4S,5R)-4-benzyloxy-5-(benzyloxymethyl)-3-hydroxy-5-(hydroxymethyl)tetrahydrofuran-2-yl]-6-oxo-1H-purin-2-yl]-2-methyl-propanamide C(C1=CC=CC=C1)O[C@H]1[C@H]([C@@H](O[C@]1(CO)COCC1=CC=CC=C1)N1C=2N=C(NC(C2N=C1)=O)NC(C(C)C)=O)O